The molecule is an oxo monocarboxylic acid that is 2-oxobutanoic acid in which both of the hydrogens at position 3 are substituted by methyl groups and one of the hydrogens at position 4 is substituted by a hydroxy group. It is an oxo monocarboxylic acid and a hydroxy monocarboxylic acid. It derives from a pantoic acid. It is a conjugate acid of a 2-dehydropantoate. CC(C)(CO)C(=O)C(=O)O